FC=1C(=C(C=CC1F)C1CCN(CC1)C(=O)C=1C2=C(NN1)CN(C2)C#N)C(F)(F)F 3-(4-(3,4-difluoro-2-(trifluoromethyl)phenyl)piperidine-1-carbonyl)-4,6-dihydropyrrolo[3,4-c]pyrazole-5(1H)-carbonitrile